BrC1=C(C=C(C=C1)OB(O)O)OC (4-bromo-3-methoxyphenyl)boric acid